2-(benzo[d]oxazol-2-ylamino)-N-(2-(2-hydroxy-2-methyl-propoxy)ethyl)-1-methyl-1H-benzo[d]-imidazole-5-carboxamide O1C(=NC2=C1C=CC=C2)NC2=NC1=C(N2C)C=CC(=C1)C(=O)NCCOCC(C)(C)O